FC(C1(CC2CCC(C1)N2C(=O)OCC2=CC=CC=C2)O[Si](C)(C)C)(F)F benzyl 3-(trifluoromethyl)-3-((trimethylsilyl) oxy)-8-azabicyclo[3.2.1]octane-8-carboxylate